C(#N)C1=C(C=CC(=C1)C(F)(F)F)N1CCC(CC1)(C(=O)N[C@H]1CN(CC1)C)C=1C=NC(=NC1)C=1C(=NC=CC1)OCC 1-[2-cyano-4-(trifluoromethyl)phenyl]-4-[2-(2-ethoxypyridin-3-yl)pyrimidin-5-yl]-N-[(3R)-1-methylpyrrolidin-3-yl]piperidine-4-carboxamide